C1=C(C=CC2=CC=CC=C12)[C@](N)(C)C(=O)O 2-(2-naphthyl)alanine